4-(4-chlorophenyl)-N-((3R,5R)-1-cyclopropyl-5-fluoropiperidin-3-yl)phthalazin-1-amine ClC1=CC=C(C=C1)C1=NN=C(C2=CC=CC=C12)N[C@H]1CN(C[C@@H](C1)F)C1CC1